C1(=CC=CC=C1)C1=C(OC=C1)C(=O)N1[C@@H]2[C@@H](C[C@H](C1)C2)NC2=NC=C(N=C2)C(F)(F)F (3-phenylfuran-2-yl)((1S,4S,6R)-6-((5-(trifluoromethyl)pyrazin-2-yl)amino)-2-azabicyclo[2.2.1]heptan-2-yl)methanone